3-bromo-8-((1S,2S)-2-(difluoromethyl)cyclopropyl)-6-(2,4-dimethoxypyrimidin-5-yl)imidazo[1,2-b]pyridazine BrC1=CN=C2N1N=C(C=C2[C@@H]2[C@H](C2)C(F)F)C=2C(=NC(=NC2)OC)OC